N-(tert-butoxycarbonyl)-β,β-dimethyl-L-phenylalanine C(C)(C)(C)OC(=O)N[C@@H](C(C1=CC=CC=C1)(C)C)C(=O)O